2-[1-(2-Furo[2,3-c]pyridin-2-yl-3,6-dimethyl-4-oxo-chromen-8-yl)ethylamino]benzoic acid O1C(=CC=2C1=CN=CC2)C=2OC1=C(C=C(C=C1C(C2C)=O)C)C(C)NC2=C(C(=O)O)C=CC=C2